tellurium dioxide [Te](=O)=O